BrC[C@@H]1N(CC(C1)C1=CC(=C(C=C1)OC(F)F)OCC1CC1)C(C)=O 1-((2R)-2-(bromomethyl)-4-(3-(cyclopropylmethoxy)-4-(difluoromethoxy)phenyl)pyrrolidin-1-yl)ethanone